C(#N)CC1=CC=C(C=C1)C1=CC(=CC=C1)S(=O)(=O)N1CCC2(C[C@@H](CO2)NC[C@@H](COC=2C=C(C=CC2)S(=O)(=O)NC)O)CC1 3-((S)-3-((S)-8-(4'-(cyanomethyl)biphenyl-3-ylsulfonyl)-1-oxa-8-azaspiro[4.5]decan-3-ylamino)-2-hydroxypropoxy)-N-methylbenzenesulfonamide